(R)-N-(4-(3-((5-ethynylpyrimidin-2-yl)amino)pyrrolidine-1-carbonyl)phenyl)-N-methylacrylamide C(#C)C=1C=NC(=NC1)N[C@H]1CN(CC1)C(=O)C1=CC=C(C=C1)N(C(C=C)=O)C